CN(CC(C(/C=C/C=1C=NC(=CC1)C)=O)C)C (E)-5-(dimethylamino)-4-methyl-1-(6-methyl-3-pyridyl)Pent-1-en-3-one